tert-butyl (3S)-2,2-dideutero-3-[(4R)-4-ethynyl-2,2-dimethyl-1,3-dioxan-4-yl]-3-hydroxy-propionate [2H]C(C(=O)OC(C)(C)C)([C@H](O)[C@]1(OC(OCC1)(C)C)C#C)[2H]